NC=1C2=C(N=CN1)N(C1=C2C=C(C(=N1)C)CC)C=1C(=C(C=CC1C)O)C 3-(4-Amino-6-ethyl-7-methyl-9H-pyrido[3',2':4,5]pyrrolo[2,3-d]pyrimidin-9-yl)-2,4-dimethylphenol